(E)-2-(1,2-bis(4-chlorophenyl)vinyl)-6-methylpyridine ClC1=CC=C(C=C1)/C(=C\C1=CC=C(C=C1)Cl)/C1=NC(=CC=C1)C